N[C@H](C(=O)O)C(CC(=O)OC(C)(C)C)(C)C (S)-2-amino-5-(tert-butoxy)-3,3-dimethyl-5-oxopentanoic acid